4,4'-(4-bromophenyl)methylenebis(1-(4-(2-fluorophenyl)thiazol-2-yl)-3-methyl-1H-pyrazol-5-ol) BrC1=CC=C(C=C1)C(C=1C(=NN(C1O)C=1SC=C(N1)C1=C(C=CC=C1)F)C)C=1C(=NN(C1O)C=1SC=C(N1)C1=C(C=CC=C1)F)C